FC1CN(CC1)C1CN(C1)C=1C=CC(=C(C(=O)NC2(CC2)C=2C=3C4=C(C(N(C4=CC2)C)=O)C=CC3)C1)C 5-(3-(3-fluoropyrrolidin-1-yl)azetidin-1-yl)-2-methyl-N-(1-(1-methyl-2-oxo-1,2-dihydrobenzo[cd]indol-6-yl)cyclopropyl)benzamide